ClC=1N=C(C2=C(N1)C(=C(N=C2)Cl)F)N([C@@H]2CN(C[C@@H]2C)C(=O)OC(C)(C)C)C tert-butyl (3S,4S)-3-((2,7-dichloro-8-fluoropyrido[4,3-d]pyrimidin-4-yl)(methyl)amino)-4-methylpyrrolidine-1-carboxylate